O=C1CC2(C1)CC1CCC(C2)N1C(=O)OC(C)(C)C tert-butyl 3'-oxo-8-azaspiro[bicyclo[3.2.1]octane-3,1'-cyclobutane]-8-carboxylate